FC1=CC=C(C=C1)C=1N=CN(C1C=1C=C2C=C(C=NC2=CC1)N1CCN(CC1)CCO)C 2-(4-(6-(4-(4-fluorophenyl)-1-methyl-1H-imidazol-5-yl)quinolin-3-yl)piperazin-1-yl)ethan-1-ol